N-(5-((4-chlorobenzyl)oxy)-1,3,4-thiadiazol-2-yl)-3-(5-cyano-2-(difluoromethoxy)phenyl)isonicotinamide ClC1=CC=C(COC2=NN=C(S2)NC(C2=C(C=NC=C2)C2=C(C=CC(=C2)C#N)OC(F)F)=O)C=C1